(S)-2-amino-9-fluoro-4-(4-(3-methylpiperazin-1-yl)phenyl)-10H-chromeno[3,2-b]pyridin-10-one NC1=CC(=C2C(=N1)C(C=1C(=CC=CC1O2)F)=O)C2=CC=C(C=C2)N2C[C@@H](NCC2)C